BrC1=CC(=C(C=C1)N(C=O)CC(=O)C1CC1)F N-(4-bromo-2-fluorophenyl)-N-(2-cyclopropyl-2-oxoethyl)formamide